C(=O)O.C(CCC)[Mg]Cl n-butyl-magnesium chloride format